2-(2-chloro-5-(5-(trifluoromethyl)pyridin-2-yl)benzyl)-4,4-dimethylisoxazolidin-3-one ClC1=C(CN2OCC(C2=O)(C)C)C=C(C=C1)C1=NC=C(C=C1)C(F)(F)F